4-(7-Methyl-2-((7-methylquinazolin-6-yl)amino)-8-oxo-7,8-dihydro-9H-purin-9-yl)tetrahydro-2H-pyran-4-carbonitrile CN1C(N(C2=NC(=NC=C12)NC=1C=C2C=NC=NC2=CC1C)C1(CCOCC1)C#N)=O